[S].ClC=1C=C2C(=CC(NC2=C(C1C1=C(C=CC=C1OC)F)F)=O)N1[C@H](CNCC1)C 6-chloro-8-fluoro-7-(2-fluoro-6-methoxyphenyl)-4-((S)-2-methylpiperazin-1-yl)quinolone sulfur